NCCC[C@]1(SC(=NN1C(=O)N(C)OC)C1=C(C=CC(=C1)F)F)C1=CC=CC=C1 (2S)-2-(3-aminopropyl)-5-(2,5-difluorophenyl)-N-methoxy-N-methyl-2-phenyl-1,3,4-thiadiazole-3-carboxamide